3-(6-fluoropyridin-3-yl)-2-(4-(1-methyl-1H-1,2,3-triazol-4-yl)piperidin-1-yl)benzonitrile FC1=CC=C(C=N1)C=1C(=C(C#N)C=CC1)N1CCC(CC1)C=1N=NN(C1)C